N-[1-{1-(2,2-difluorocyclopropane-1-carbonyl)azetidin-3-yl}-3-(pyridine-2-yl)-1H-pyrazol-4-yl]-5-(1H-pyrazol-4-yl)furan-2-carboxamide, formate salt C(=O)O.FC1(C(C1)C(=O)N1CC(C1)N1N=C(C(=C1)NC(=O)C=1OC(=CC1)C=1C=NNC1)C1=NC=CC=C1)F